OC1CN(CCC1)CCN1CCN(C2=CC=CC=C12)C1=CC=CC=C1 1-(3-hydroxypiperidin-1-yl)-2-(4-phenyl-3,4-dihydroquinoxalin-1(2H)-yl)ethane